tert-Butyldimethylchlorosilane (R,E)-2-hydroxy-3-(octadecan-2-en-1-yloxy)propylpivalate O[C@H](CCC(C(=O)O)(C)C)COC\C=C\CCCCCCCCCCCCCCC.C(C)(C)(C)[Si](Cl)(C)C